2-(7-(2-chloro-5-fluoropyrimidin-4-yl)-1-isopropyl-4-oxo-1,4-dihydroquinolin-2-yl)pyrrolidine-1-carboxylic acid tert-butyl ester C(C)(C)(C)OC(=O)N1C(CCC1)C=1N(C2=CC(=CC=C2C(C1)=O)C1=NC(=NC=C1F)Cl)C(C)C